N-[[6-(2,4-dimethylpyrazole-3-carbonyl)-6-azaspiro[2.5]octan-2-yl]methyl]furo[2,3-c]pyridine-2-carboxamide CN1N=CC(=C1C(=O)N1CCC2(C(C2)CNC(=O)C2=CC=3C(=CN=CC3)O2)CC1)C